Methyl-1,2-cyclohexanedicarboxylic acid CC1(C(CCCC1)C(=O)O)C(=O)O